NCC(CC[Si](OC)(OC)OC)(C)C (4-amino-3,3-dimethylbutyl)(trimethoxy)silane